CC1=C(OC=2C(=CC(N(C2)C)=O)C=2C3=C(C(N(C2)C)=O)NC(=C3)C=3C=NN(C3)CCC)C(=CC=C1)C 4-(5-(2,6-dimethylphenoxy)-1-methyl-2-oxo-1,2-dihydropyridin-4-yl)-6-methyl-2-(1-propyl-1H-pyrazol-4-yl)-1,6-dihydro-7H-pyrrolo[2,3-c]pyridin-7-one